4-(7-(3-methoxyphenyl)-4-((1-methylpiperidin-3-yl)methoxy)-6,7-dihydro-5H-pyrrolo[2,3-d]pyrimidin-2-yl)morpholine COC=1C=C(C=CC1)N1CCC2=C1N=C(N=C2OCC2CN(CCC2)C)N2CCOCC2